C(=CCCCCCCCC)C(C(=O)O)CC(=O)O decenyl-succinic acid